2-chloro-5-fluoro-N-(methyl-d3)pyrimidin-4-amine ClC1=NC=C(C(=N1)NC([2H])([2H])[2H])F